5-chloro-4-(3-(3-chloro-5-fluorophenyl)-1H-pyrrolo[2,3-b]pyridin-1-yl)-2-fluoro-N-(methylsulfonyl)benzamide ClC=1C(=CC(=C(C(=O)NS(=O)(=O)C)C1)F)N1C=C(C=2C1=NC=CC2)C2=CC(=CC(=C2)F)Cl